tri(t-butoxyphenyl)diphenyl-sulfur C(C)(C)(C)OC1=C(C=CC=C1)[S](C1=CC=CC=C1)(C1=CC=CC=C1)(C1=C(C=CC=C1)OC(C)(C)C)C1=C(C=CC=C1)OC(C)(C)C